propyl-[1,2,4]triazolo[4,3-c]pyrimidin C(CC)C1=NN=C2N1C=NC=C2